tert-butyl (Z)-(2-((4-((5-(4-acetamidophenyl)thiophen-2-yl)methyl)-5-oxo-4,5-dihydro-1H-1,2,4-triazol-1-yl)methyl)-3-fluoroallyl)carbamate C(C)(=O)NC1=CC=C(C=C1)C1=CC=C(S1)CN1C=NN(C1=O)C\C(\CNC(OC(C)(C)C)=O)=C/F